chloro-2-methyl-3-(1-methyl-1H-imidazol-4-yl)pyridine ClC1=C(C(=NC=C1)C)C=1N=CN(C1)C